3-aminobutyl-phosphonic acid NC(CCP(O)(O)=O)C